(thiophen-2-yl)methanone S1C(=CC=C1)C=O